4-(8-((2-cyclopropyl-5-ethoxy-4'-fluoro-[1,1'-biphenyl]-4-yl)methyl)-2-oxo-1-oxa-3,8-diazaspiro[4.5]decan-3-yl)benzene-sulfonamide C1(CC1)C1=C(C=C(C(=C1)CN1CCC2(CN(C(O2)=O)C2=CC=C(C=C2)S(=O)(=O)N)CC1)OCC)C1=CC=C(C=C1)F